(3-methoxypropyl)zinc (II) bromide [Br-].COCCC[Zn+]